(6S,12R)-20-(methylamino)-6,18-bis(trifluoromethyl)-22-oxa-3,4,16,21-tetraazatetracyclo[15.3.1.12,5.012,16]docosa-1(21),2,4,17,19-pentaen-6-ol CNC1=CC(=C2N3CCC[C@H]3CCCCC[C@@](C3=NN=C(C1=N2)O3)(O)C(F)(F)F)C(F)(F)F